(3R,4R)-1-cyclopropylmethyl-4-{[5-(2,4-difluoro-phenyl)-isoxazole-3-carbonyl]-amino}-piperidine-3-carboxylic acid C1(CC1)CN1C[C@H]([C@@H](CC1)NC(=O)C1=NOC(=C1)C1=C(C=C(C=C1)F)F)C(=O)O